3-(bromomethyl)-2,6-difluorobenzoic acid ethyl ester C(C)OC(C1=C(C(=CC=C1F)CBr)F)=O